ClC1=C(C=C(C=N1)NS(=O)(=O)C)\C=C\C1CCC(CC1)(F)F (E)-N-(6-chloro-5-(2-(4,4-difluorocyclohexyl)vinyl)pyridin-3-yl)methanesulfonamide